[Cl-].[Cl-].[Ti+2].C=1(C(=CC=C2C=CC=CC12)O)C1=CC=CC2=CC=CC=C12 (R)-binaphthol titanium dichloride